ClC1=CC(=C(C=C1Cl)NC(=O)N1C2CC=3C(=CNC(C3)=O)C1CC2)C#N N-(4,5-dichloro-2-cyanophenyl)-3-oxo-3,5,6,7,8,9-hexahydro-2H-6,9-epiminocyclohepta[c]pyridine-10-carboxamide